BrCC1=CC=C(O[Si](C2=CC=CC=C2)(C2=CC=CC=C2)C(C)(C)C)C=C1 (4-(bromomethyl)-phenoxy)(tert-butyl)diphenylsilane